N-(2,6-Dioxopiperidin-3-yl)-4-(4-(hydroxymethyl)piperidin-1-yl)benzamide dihydrochloride Cl.Cl.O=C1NC(CCC1NC(C1=CC=C(C=C1)N1CCC(CC1)CO)=O)=O